tert-Butyl (R)-(1-(3-acrylamido-2-methylimidazo[1,2-a]pyrazin-8-yl)piperidin-3-yl)carbamate C(C=C)(=O)NC1=C(N=C2N1C=CN=C2N2C[C@@H](CCC2)NC(OC(C)(C)C)=O)C